(S)-tert-butyl 4-(6-((4-cyano-2-fluorobenzyl)oxy)pyridin-2-yl)-3-methylpiperazine-1-carboxylate C(#N)C1=CC(=C(COC2=CC=CC(=N2)N2[C@H](CN(CC2)C(=O)OC(C)(C)C)C)C=C1)F